FC(C=1C(=C(C=CC1)[C@@H](C)NC1=NN(C(C=2C1=CN(C(C2)=O)C2(CNC2)C)=O)C)F)F (R)-4-((1-(3-(difluoromethyl)-2-fluorophenyl)ethyl)amino)-2-methyl-6-(3-methylazetidin-3-yl)pyrido[3,4-d]pyridazine-1,7(2H,6H)-dione